(R)-5-(benzyloxy)-2-(trimethylsilyl)-5,6-dihydro-4H-pyrrolo[1,2-b]pyrazole C(C1=CC=CC=C1)O[C@@H]1CC=2N(N=C(C2)[Si](C)(C)C)C1